[Si](C1=CC=CC=C1)(C1=CC=CC=C1)(C(C)(C)C)OCC1CC(C1)C(C#N)C=O (3-(((tert-butyldiphenylsilyl)oxy)methyl)cyclobutyl)-3-oxopropanenitrile